N,N-di-n-propyl-2-propoxyethylamine C(CC)N(CCC)CCOCCC